FC1=C(C=C(OC[C@H]2CN(CCO2)C(=O)[O-])C=C1C=1SC(=CN1)C)C(N[C@H](C)C=1C=NC(=NC1)C)=O (R)-2-((4-fluoro-3-(((R)-1-(2-methylpyrimidin-5-yl)ethyl)carbamoyl)-5-(5-methylthiazole-2-yl)phenoxy)methyl)morpholine-4-carboxylate